N-(1-cyclopropyl-14-((2-(2,6-dioxopiperidin-3-yl)-1,3-dioxoisoindolin-4-yl)amino)-2-oxo-6,9,12-trioxa-3-azatetradecyl)benzamide C1(CC1)C(C(NCCOCCOCCOCCNC1=C2C(N(C(C2=CC=C1)=O)C1C(NC(CC1)=O)=O)=O)=O)NC(C1=CC=CC=C1)=O